methyl N-(tert-butoxycarbonyl)-L-3-bromophenylalaninate C(C)(C)(C)OC(=O)N[C@@H](CC1=CC(=CC=C1)Br)C(=O)OC